C1(CC1)S(=O)(=O)N1N=CC(=C1)C1=NC=CC(=N1)NC1=NC=C(C(=C1)NC1CCC(CC1)O)C#CC1CN(CC1)S(=O)(=O)C1CC1 (1s,4s)-4-((2-((2-(1-(Cyclopropylsulfonyl)-1H-pyrazol-4-yl)pyrimidin-4-yl)amino)-5-((1-(cyclopropylsulfonyl)pyrrolidin-3-yl)ethynyl)pyridin-4-yl)amino)cyclohexan-1-ol